The molecule is a member of the class of imines that is 2,3-dihydro-1,4-naphthoquinone imine in which the imine hydrogen has been replaced by a 3,5-dichloro-4-hydroxyphenyl group. It is a member of tetralins, an imine, a chlorophenol and a dichlorobenzene. C1CC(=O)C2=CC=CC=C2C1=NC3=CC(=C(C(=C3)Cl)O)Cl